3-(2,6-dichloro-4-(2,4-difluorophenyl)pyridin-3-yl)propanoic acid ethyl ester C(C)OC(CCC=1C(=NC(=CC1C1=C(C=C(C=C1)F)F)Cl)Cl)=O